tert-butyl 4-(5-(methylcarbamoyl)pyrazin-2-yl)piperazine-1-carboxylate hydrochloride Cl.CNC(=O)C=1N=CC(=NC1)N1CCN(CC1)C(=O)OC(C)(C)C